C(C)N1N=C2C(=NN(C(C2=C1)=O)CC(=O)O)C(C)C (2-Ethyl-7-isopropyl-4-oxo-pyrazolo[3,4-d]pyridazin-5-yl)acetic acid